C1=CC=C(C(=C1)C2=CC=CN2)O O-hydroxyphenylazole